1-(4-(4-(5-(2,6-difluorophenyl)-4,5-dihydroisoxazol-3-yl)thiazol-2-yl)piperidin-1-yl)-2-(2-hydroxy-6-(trifluoromethyl)-1H-benzimidazol-1-yl)ethan-1-one FC1=C(C(=CC=C1)F)C1CC(=NO1)C=1N=C(SC1)C1CCN(CC1)C(CN1C(=NC2=C1C=C(C=C2)C(F)(F)F)O)=O